F[C@]1(C(N(C[C@@H]1O)CC1=CC=C(C=C1)OC)=O)C |r| rac-(3R,4S)-3-fluoro-4-hydroxy-1-[(4-methoxyphenyl)methyl]-3-methylpyrrolidin-2-one